ethanedioic acid diacrylate C(C=C)(=O)O.C(C=C)(=O)O.C(C(=O)O)(=O)O